C(C)C=1C=C2C(=C(C(=NC2=C(C1)F)N1C[C@](CC1)(NC[C@@H]1OCCC1)C)C1=CC(=NO1)C)C (S)-1-(6-ethyl-8-fluoro-4-methyl-3-(3-methylisoxazol-5-yl)quinolin-2-yl)-3-methyl-N-(((R)-tetrahydrofuran-2-yl)methyl)pyrrolidin-3-amine